BrC=1C=CC(=C(C1)O)C=C(Cl)Cl 5-bromo-2-(2,2-dichlorovinyl)phenol